C(CC)(=O)ON(C1=CC(=C(C=C1)C)C(NC=1SC(=C(N1)C)C)=O)C(C)(C)C tert-butyl-((3-((4,5-dimethylthiazol-2-yl) carbamoyl)-4-methylphenyl) amino) propanoate